NC1=CC=C(C=C1)CC1=C(C=C(C=C1)N)C(F)(F)F 4-((4-aminophenyl)methyl)-3-(trifluoromethyl)benzenamine